epoxyphenyl-trisiloxane C1(=C2C(=CC=C1)O2)[SiH2]O[SiH2]O[SiH3]